N-[2-(2-aminoethoxy)ethyl]-4-[[3-[3-(difluoromethyl)-1H-pyrazol-4-yl]imidazo[1,2-a]pyrazin-8-yl]amino]-2-ethylbenzamide NCCOCCNC(C1=C(C=C(C=C1)NC=1C=2N(C=CN1)C(=CN2)C=2C(=NNC2)C(F)F)CC)=O